FC1=C(C(=C2C=CNC2=C1F)S(=O)(=O)C)OC=1C=CC(=C(C1)C=1NC(=CN1)C1(CC(C1)(C)OC)C=1C=C(C=CC1)CCC(=O)O)F 3-(3-((1r,3r)-1-(2-(5-((6,7-Difluoro-4-(methylsulfonyl)-1H-indol-5-yl)oxy)-2-fluorophenyl)-1H-imidazol-5-yl)-3-methoxy-3-methylcyclobutyl)phenyl)propanoic acid